lead-antimony-zinc sulfide [S-2].[Zn+2].[Sb+3].[Pb+2]